N-(7-chloroquinolin-8-yl)-6-(pyrrolidin-1-yl)pyrazine-2-sulfonamide ClC1=CC=C2C=CC=NC2=C1NS(=O)(=O)C1=NC(=CN=C1)N1CCCC1